octahydro-5H-pyrrolo-[3,2-c]pyridine N1CCC2CNCCC21